F[C@H]1CN(CC[C@H]1NC1=C2C=C(N(C2=CC=C1)CC(F)(F)F)C#CCNC1=C(C=C(C=C1)S(=O)(=O)NC(C)=O)OC)C N-(4-{[3-(4-{[(3S,4R)-3-fluoro-1-methylpiperidin-4-yl]amino}-1-(2,2,2-trifluoroethyl)-1H-indol-2-yl)prop-2-yn-1-yl]amino}-3-methoxybenzenesulfonyl)acetamide